FC=1C(=NC(=NC1)NC=1C=C2C=NNC2=CC1)N fluoro-N2-(indazol-5-yl)-2,4-pyrimidinediamine